CC1=C(OC2=CC=C(C=C2)C2=CC=C(C=C2)OC2=C(C=C(C=C2C)N)C)C(=CC(=C1)N)C bis(2,6-dimethyl-4-aminophenoxy)biphenyl